4-(4-(3,4,5-trifluorophenyl)-1H-1,2,3-triazol-1-yl)tetrahydro-2H-pyran-3,5-diol FC=1C=C(C=C(C1F)F)C=1N=NN(C1)C1C(COCC1O)O